C1(CC1)CN1C2=NC(=NC(=C2N=C1)N1[C@H](CN([C@@H](C1)C)C(C1=NC=C(C=C1)OC(F)(F)F)C1=CC=C(C=C1)F)C)NN 9-(cyclopropylmethyl)-6-((2S,5R)-4-((4-fluorophenyl)(5-(trifluoromethoxy)pyridin-2-yl)methyl)-2,5-dimethylpiperazin-1-yl)-2-hydrazineyl-9H-purine